COC=1C=C(C=C2C=CC=NC12)C(=O)NC[C@](C(F)(F)F)(O)C=1C=C2C(=C(N1)C1=CC=C(C=C1)F)OC[C@]2(C)C=2NC=CN2 8-methoxy-N-((S)-3,3,3-trifluoro-2-((S)-7-(4-fluorophenyl)-3-(1H-imidazol-2-yl)-3-methyl-2,3-dihydrofuro[2,3-c]pyridin-5-yl)-2-hydroxypropyl)quinoline-6-carboxamide